3-(3-hydroxypropyl)azetidine-1-carboxylic acid tert-butyl ester C(C)(C)(C)OC(=O)N1CC(C1)CCCO